N(=C=O)CC=CCCN=C=O 1,5-diisocyanato-2-pentene